4-nitro-2-(oxiran-2-ylmethoxy)aniline [N+](=O)([O-])C1=CC(=C(N)C=C1)OCC1OC1